C1=C(SC=N1)CCO The molecule is a 1,3-thiazole in which the only substituent is a 2-hydroxyethyl group at position 5. It is a member of 1,3-thiazoles and a primary alcohol. It derives from a hydride of a thiazole.